OCCNCCCCCCCC(=O)OC\C=C/CCCCCC (Z)-non-2-en-1-yl 8-((2-hydroxyethyl)amino)octanoate